ClC=1C=C(C=CC1Cl)[C@]1(CNCC1)CNS(=O)(=O)C1=CC=C(C=C1)OC(F)(F)F (R)-N-((3-(3,4-dichlorophenyl)pyrrolidin-3-yl)methyl)-4-(trifluoromethoxy)benzenesulfonamide